tri(2-methylbenzoyl)phosphine oxide CC1=C(C(=O)P(C(C2=C(C=CC=C2)C)=O)(C(C2=C(C=CC=C2)C)=O)=O)C=CC=C1